ClC1=NC=2[C@H](CNCC2C=C1)C (8S)-2-chloro-8-methyl-5,6,7,8-tetrahydro-1,6-naphthyridine